FC=1C=C(C=CC1F)C=1C=C(C=NC1)OC1=CC(=NC(=N1)OC1CCN(CC1)S(=O)(=O)C)C#N 6-((5-(3,4-difluorophenyl)pyridin-3-yl)oxy)-2-((1-(methylsulfonyl)piperidin-4-yl)oxy)pyrimidine-4-carbonitrile